3-(2-((3-methoxy-1-methyl-1H-pyrazole-4-yl)amino)-5-methylpyrimidin-4-yl)-1H-pyrrolo[2,3-c]pyridin-7-ylbutanamide COC1=NN(C=C1NC1=NC=C(C(=N1)C1=CNC2=C(N=CC=C21)C(C(=O)N)CC)C)C